naphthalinesulfonic acid C1(=CC=CC2=CC=CC=C12)S(=O)(=O)O